4-bromo-N,N-dimethyl-1H-pyrrol-2-carboxamide BrC=1C=C(NC1)C(=O)N(C)C